4-((4-(2-(tert-butyl)-4-(3-((2,6-difluorophenyl)sulfonamido)-2-fluorophenyl)thiazol-5-yl)pyrimidin-2-yl)amino)benzoic acid C(C)(C)(C)C=1SC(=C(N1)C1=C(C(=CC=C1)NS(=O)(=O)C1=C(C=CC=C1F)F)F)C1=NC(=NC=C1)NC1=CC=C(C(=O)O)C=C1